C(C)(C)(C)NC1=NC=C(C(=N1)NC1CNC(CC1)=O)C(=O)N 2-(tert-butylamino)-4-((6-oxopiperidin-3-yl)amino)pyrimidine-5-carboxamide